4-[4-(2-amino-1-hydroxyethyl)phenyl]-3-(6-morpholin-4-ylpyridazin-4-yl)sulfanylbenzonitrile NCC(O)C1=CC=C(C=C1)C1=C(C=C(C#N)C=C1)SC1=CN=NC(=C1)N1CCOCC1